N1C(NC=2N=CNC2C1=O)=O 7H-purine-2,6-dione